(5,6-dichloro-4-((tetrahydrofuran-2-yl)methoxy)-1H-benzo[d]imidazol-2-yl)methanol bis(2,2,2-trifluoroacetate) FC(C(=O)O)(F)F.FC(C(=O)O)(F)F.ClC1=C(C2=C(NC(=N2)CO)C=C1Cl)OCC1OCCC1